6-(3-(1H-1,2,4-triazol-1-yl)propyl)-N-(2-chloro-4-fluorophenyl)-[1,1'-biphenyl]-3-amine N1(N=CN=C1)CCCC1=CC=C(C=C1C1=CC=CC=C1)NC1=C(C=C(C=C1)F)Cl